(3-methylacryloxy-2-hydroxypropyl)propylbis(trimethylsiloxy)methyl-silane CC=CC(=O)OCC(C[SiH](C(O[Si](C)(C)C)O[Si](C)(C)C)CCC)O